2-(1-(tert-butoxycarbonyl)azetidin-3-yl)oxazolo[4,5-c]pyridine 5-oxide C(C)(C)(C)OC(=O)N1CC(C1)C=1OC2=C(C=[N+](C=C2)[O-])N1